CCC(CC)N1N=CC(=C1)C=1C=2N(C=C(N1)C=1C=NN(C1)CC1CC(C1)O)N=CC2 (1s,3s)-3-((4-(4-(1-(pent-3-yl)-1H-pyrazol-4-yl)pyrazolo[1,5-a]pyrazin-6-yl)-1H-pyrazol-1-yl)methyl)cyclobutanol